C1(CC1)CC12C(CC(CC1)C2)=O (cyclopropylmethyl)bicyclo[2.2.1]heptan-2-one